COC1=CC=C(C=N1)C1=NOC(=C1COC1=CC=C(C=N1)C(=O)OC)C methyl 6-((3-(6-methoxypyridin-3-yl)-5-methylisoxazol-4-yl)methoxy)pyridine-3-carboxylate